C(CCCCCCCCCC)C=1N=C[N-]C1CCCCCCCCCCC 4,5-bis(undecyl)imidazolide